[Si](C)(C)(C(C)(C)C)N=S(=O)(N)C1=CN=C(S1)C(C)(C)O N'-(tert-butyldimethylsilyl)-2-(2-hydroxypropan-2-yl)thiazole-5-sulfonimidamide